ClC=1C=C(C(=C2C=CNC12)CN1[C@@H](CN(CC1)CC(F)(F)F)C1=CC=C(C(=O)O)C=C1)OC (R)-4-(1-((7-Chloro-5-methoxy-1H-indol-4-yl)methyl)-4-(2,2,2-trifluoroethyl)piperazin-2-yl)benzoic acid